C(C)(=O)NC([C@@H](C(N1[C@@H](CCC1)C(=O)N1C[C@H](OCC1)C1=CC=CC=C1)=O)NC(=O)C1=CC2=C(S1)C=CC(=C2)C(F)(F)P(O)(O)=O)(C)C ((2-(((S)-3-acetamido-3-methyl-1-oxo-1-((S)-2-((R)-2-phenylmorpholine-4-carbonyl)pyrrolidin-1-yl)butan-2-yl)carbamoyl)benzo[b]thiophen-5-yl)difluoromethyl)phosphonic acid